N-cyano-2-(1-(2-(2-methoxyphenyl)-2-((tetrahydro-2H-pyran-4-yl)oxy)ethyl)-5-methyl-6-(oxazol-2-yl)-2,4-dioxo-1,2-dihydrothieno[2,3-d]pyrimidin-3(4H)-yl)-2-methylpropanamide C(#N)NC(C(C)(C)N1C(N(C2=C(C1=O)C(=C(S2)C=2OC=CN2)C)CC(OC2CCOCC2)C2=C(C=CC=C2)OC)=O)=O